4-[2-(2-azidoethoxy)ethylamino]-2-(2,6-dioxo-3-piperidyl)isoindoline-1,3-dione N(=[N+]=[N-])CCOCCNC1=C2C(N(C(C2=CC=C1)=O)C1C(NC(CC1)=O)=O)=O